N1C(=CC2=CC=CC=C12)C=1C=NC(=NC1)N1CC(C(C1)F)O 1-(5-(1H-Indol-2-yl)pyrimidin-2-yl)-4-fluoropyrrolidin-3-ol